6-hydroxy-N-phenylpicolinamide OC1=CC=CC(=N1)C(=O)NC1=CC=CC=C1